C[C@H]1O[C@H](CN(C1)C1=C2C=CC=NC2=C(C=C1)C(F)(F)F)C(=O)NC1CC2COCC(C1)N2 (2R,6R)-6-methyl-N-(3-oxa-9-azabicyclo[3.3.1]nonan-7-yl)-4-[8-(trifluoromethyl)-5-quinolyl]morpholine-2-carboxamide